COC1=C(CC=2C(=C(C=C(C2)[N+](=O)[O-])S(=O)(=O)N)N2N=C(N=C2)OC)C=CC(=C1)OC (2,4-dimethoxybenzyl)-2-(3-methoxy-1H-1,2,4-triazol-1-yl)-5-nitrobenzene-sulfonamide